C1(CC1)N1C=C(C2=C(C=C(C=C12)C(=O)N1CCC2(CC1)OC(C1=CC(=CC=C1C2)C=2C=NC=C(C(=O)O)C2)=O)OC)C 5-(1'-(1-cyclopropyl-4-methoxy-3-methyl-1H-indole-6-carbonyl)-1-oxospiro[isochroman-3,4'-piperidin]-7-yl)nicotinic acid